Biphenyl-4-yl(9,9-diphenyl-9H-fluoren-2-yl)-[4-(9-phenyl-9H-carbazol-3-yl)phenyl]-amin C1(=CC=C(C=C1)N(C1=CC=C(C=C1)C=1C=CC=2N(C3=CC=CC=C3C2C1)C1=CC=CC=C1)C1=CC=2C(C3=CC=CC=C3C2C=C1)(C1=CC=CC=C1)C1=CC=CC=C1)C1=CC=CC=C1